[Na].C[N+](C)(CCCCCCCCCCCC)[O-] N,N-Dimethyldodecylamine oxide, monosodium salt